4-(2-(6-(2,4-difluorophenyl)-1,1-dioxido-1,2,6-thiadiazinan-2-yl)propaneamido)adamantan-1-carboxamide FC1=C(C=CC(=C1)F)N1CCCN(S1(=O)=O)C(C(=O)NC1C2CC3(CC(CC1C3)C2)C(=O)N)C